NCC1=CC=C(C=C1)N1N=C(C=C1C)C(C)(C)O 2-[1-[4-(aminomethyl)phenyl]-5-methylpyrazol-3-yl]propan-2-ol